BrC=1C=C2C(=NNC(C2=C(C1)I)=O)CCl 6-bromo-4-(chloromethyl)-8-iodo-1,2-dihydro-phthalazin-1-one